FC=1C=NC(=NC1)C=1C=C(C[C@@]2(C[C@H]([C@@H](C2)NS(=O)(=O)C(C)C)O)C(=O)O)C=CC1.C(C)(C)(C)[Si](C)(C)OCCN=C=S tert-butyl-(2-isothiocyanatoethoxy)dimethylsilane (1R,3R,4R)-1-(3-(5-fluoropyrimidin-2-yl)benzyl)-3-hydroxy-4-((1-methylethyl)sulfonamido)cyclopentane-1-carboxylate